2-(4-pentylphenylethynyl)aniline C(CCCC)C1=CC=C(C=C1)C#CC1=C(N)C=CC=C1